5-iodo-3-((2-methoxypropyl)amino)-4H-benzo[e][1,2,4]thiadiazine 1,1-dioxide IC1=CC=CC2=C1NC(=NS2(=O)=O)NCC(C)OC